CC1=CN(C(=O)NC1=O)[C@H]2C[C@@H]([C@H](O2)COP(=O)(O)O)OP(=O)(O)OC[C@@H]3[C@H](C[C@@H](O3)N4C=CC(=NC4=O)N)O.C1[C@@H]([C@H](O[C@H]1N2C=NC3=C(N=CN=C32)N)COP(=O)(O)O[C@H]4C[C@@H](O[C@@H]4COP(=O)(O)O)N5C=NC6=C5N=C(NC6=O)N)O The molecule is a double-stranded DNA polynucleotide consisting of in one strand a repeating unit of thymidine and deoxycytidine residues, with in a complementary strand a repeating unit of deoxyguanosine and deoxyadenosine residues, all residues in each strand beiing connected by 3'->5' phosphodiester linkages. It contains a poly[d(GA)] and a poly[d(TC)].